FC(S(=O)Cl)(F)F trifluoromethanesulfinyl chloride